2,3-dicyano-5,8-dichloropyrazino[2,3-D]pyridazine C(#N)C=1C(=NC=2C(=C(N=NC2Cl)Cl)N1)C#N